N-(Adamantan-1-yl)-6-(3-bromo-1-(3-chloropyridin-2-yl)-1H-pyrazol-5-carboxamido)-5-methylpyrazolo[1,5-a]pyridin-7-carboxamid C12(CC3CC(CC(C1)C3)C2)NC(=O)C2=C(C(=CC=3N2N=CC3)C)NC(=O)C3=CC(=NN3C3=NC=CC=C3Cl)Br